C(CCC)O E-1-butanol